4-(9-((2,6-diethoxy-4'-fluoro-[1,1'-biphenyl]-4-yl)methyl)-3-oxo-2,9-diazaspiro[5.5]undec-2-yl)benzoic acid, trifluoroacetate salt FC(C(=O)O)(F)F.C(C)OC1=C(C(=CC(=C1)CN1CCC2(CCC(N(C2)C2=CC=C(C(=O)O)C=C2)=O)CC1)OCC)C1=CC=C(C=C1)F